FC=1C=C(C=CC1F)C1=NOC(=C1)CO[C@@H]([C@@](CN1N=CN=C1)(O)C1=C(C=C(C=C1)F)F)C (2R,3R)-3-((3-(3,4-difluorophenyl)isoxazol-5-yl)-methoxy)-2-(2,4-difluorophenyl)-1-(1H-1,2,4-triazol-1-yl)butan-2-ol